CC1(CC(C2=CC=CC=C12)=O)C 3,3-dimethyl-1-indanone